(Z)-8-benzyl-2-(furan-2-ylmethylene)-6-(3-hydroxy-2-methylphenyl)imidazo[1,2-a]pyrazin-3(2H)-one C(C1=CC=CC=C1)C=1C=2N(C=C(N1)C1=C(C(=CC=C1)O)C)C(/C(/N2)=C/C=2OC=CC2)=O